N1CC(C(C1)C(=O)N)C(=O)N pyrrolidine-3,4-dicarboxamide